FC=1C=CC(=C(C1)[C@@H](C)O)C1=NN(N=C1CC=1N=C2N(CC(CC2)C(F)(F)F)C1)C (1R)-1-(5-fluoro-2-(2-methyl-5-((6-(trifluoromethyl)-5,6,7,8-tetrahydroimidazo[1,2-a]pyridin-2-yl)methyl)-2H-1,2,3-triazol-4-yl)phenyl)ethan-1-ol